N,N-dimethylformaldehyde CN(C)C=O